6-[3-(5-chloro-2,4-difluoro-phenyl)-1H-pyrazol-4-yl]-N-(2-piperazin-1-ylethyl)-1,5-naphthyridin-3-amine ClC=1C(=CC(=C(C1)C1=NNC=C1C=1N=C2C=C(C=NC2=CC1)NCCN1CCNCC1)F)F